N-(4-fluoro-3-methylphenyl)-5-(2-((3-hydroxybicyclo[1.1.1]pentan-1-yl)amino)-2-oxoacetyl)-1,2,4-trimethyl-1H-pyrrole-3-carboxamide FC1=C(C=C(C=C1)NC(=O)C1=C(N(C(=C1C)C(C(=O)NC12CC(C1)(C2)O)=O)C)C)C